CS(=C([O-])[O-])CC1=CC=CC=C1 methyl-benzylthiocarbonate